Cl.CN1CCC(CC1)CC(=O)O 2-(1-methyl-4-piperidyl)acetic acid, hydrochloride